ClC=1C=CC2=C(CC3(OCCO3)C=CN2)C1 7-chloro-1,5-dihydrospiro[1-benzazepine-4,2'-[1,3]dioxolane]